OC1CCCC2=CC[C@H]3[C@@H]4CC[C@H]([C@@H](C(CC(=C(C(=O)O)CO)C)O)C)[C@]4(CC[C@@H]3[C@@]12C)C 1,22,27-trihydroxy-ergosta-5,24-dien-26-oic acid